(S)-5-(2-(4-(4-chlorophenyl)-2,3,9-trimethyl-6H-thieno[3,2-f][1,2,4]triazolo[4,3-a][1,4]diazepin-6-yl)acetamido)pentanoic acid ClC1=CC=C(C=C1)C1=N[C@H](C=2N(C3=C1C(=C(S3)C)C)C(=NN2)C)CC(=O)NCCCCC(=O)O